BrC1=CC(=C2C=CC(=NC2=C1)Cl)COC 7-bromo-2-chloro-5-(methoxymethyl)quinoline